methyl 5-(2-carbamoyl-6-(trifluoromethoxy)-1H-indol-1-yl)benzofuran-3-carboxylate C(N)(=O)C=1N(C2=CC(=CC=C2C1)OC(F)(F)F)C=1C=CC2=C(C(=CO2)C(=O)OC)C1